ClC1=C(C=NC(=C1)C)C1CC(=NN1C(CC)=O)C=1SC=C(C1)C (5-(4-Chloro-6-methylpyridin-3-yl)-1-propionyl-4,5-dihydro-1H-pyrazol-3-yl)-4-methylthiophene